N-{2-[2-(4-hydroxybutyl)-7,8-dihydro-6H-indeno[5,4-d][1,3]oxazol-8-yl]ethyl}acetamide OCCCCC=1OC2=C(N1)C=CC=1CCC(C12)CCNC(C)=O